ClC=1C=C(C(=NC1)OC)S(=O)(=O)NC=1C(=C(C(=CC1)F)C1=CC=C2C(=NNC2=C1F)C(=O)NCC1CC1)F 6-[3-(5-Chloro-2-methoxypyridine-3-sulfonamido)-2,6-difluorophenyl]-N-(cyclopropylmethyl)-7-fluoro-1H-indazole-3-carboxamide